3-iso-butyl-1-methylxanthine C(C(C)C)N1C(N(C(C=2NC=NC12)=O)C)=O